N(=C=O)CC1CCC(CC1)CN=C=O 2,5-bis(isocyanatomethyl)cyclohexane